FC(CN1CCOCC1)COC1=NC=CC(=C1)C1=NOC(=N1)C(F)(F)F 4-[2-fluoro-3-({4-[5-(trifluoromethyl)-1,2,4-oxadiazol-3-yl]pyridin-2-yl}oxy)propyl]morpholine